[N+](=O)([O-])C1=CC(=C(C=C1)C=O)N1CCOC2(CC2)C1 [4-nitro-2-(4-oxa-7-azaspiro[2.5]octan-7-yl)phenyl]methanone